O=C1NC(CCC1N1C(C2=CC=CC(=C2C1=O)NC(CCCCCCC(=O)O)=O)=O)=O 8-((2-(2,6-dioxopiperidin-3-yl)-1,3-dioxoisoindolin-4-yl)amino)-8-oxooctanoic acid